BrC=1SC=C(C1N)C(F)(F)F 2-bromo-4-(trifluoromethyl)thiophen-3-amine